5,12-Diphenylnaphthacene C1(=CC=CC=C1)C1=C2C=CC=CC2=C(C2=CC3=CC=CC=C3C=C12)C1=CC=CC=C1